C(C)(C)(C)C=1C=CC(=C(C1)S(=O)(=O)NC(=O)C=1OC2=C(C1)C(=CC(=C2)N2CC(C2)F)F)OC N-(5-tert-butyl-2-methoxybenzene-1-sulfonyl)-4-fluoro-6-(3-fluoroazetidin-1-yl)-1-benzofuran-2-carboxamide